ClC1=C(C(=C(C=C1C(F)(F)F)N1N=C(C=2C1=CN=C(C2)N2C1(CC1)COCC2)C)F)O 2-Chloro-6-fluoro-5-(3-methyl-5-(7-oxa-4-azaspiro[2.5]octan-4-yl)-1H-pyrazolo[3,4-c]pyridin-1-yl)-3-(trifluoromethyl)phenol